methyl 4-((2S,4S)-2-((difluoromethoxy)methyl)-4-(4-(4-methyl-1H-imidazol-1-yl)phenoxy)pyrrolidin-1-yl)benzoate FC(OC[C@H]1N(C[C@H](C1)OC1=CC=C(C=C1)N1C=NC(=C1)C)C1=CC=C(C(=O)OC)C=C1)F